2-chloro-N-(5-methyl-6-phenylpyridin-2-yl)-5-(trifluoromethyl)pyrimidin-4-amine ClC1=NC=C(C(=N1)NC1=NC(=C(C=C1)C)C1=CC=CC=C1)C(F)(F)F